CN1N=CC(=C1)C1=CC=C2C(=N1)C1(CN2)CCC1 5'-(1-methyl-1H-pyrazol-4-yl)-1',2'-dihydrospiro(cyclobutane-1,3'-pyrrolo[3,2-b]pyridine)